NC1=C(C=CC=C1O)C1CCN(CC1)C(=O)OC(C)(C)C tert-Butyl 4-(2-amino-3-hydroxy-phenyl)piperidine-1-carboxylate